1-[6-chloro-4-(trifluoromethyl)-2-pyridyl]piperazine ClC1=CC(=CC(=N1)N1CCNCC1)C(F)(F)F